C(#N)C=1C=C(C=CC1)CN1N=C(N=C1)C(=O)O 1-(3-cyanophenylmethyl)-1H-1,2,4-triazole-3-carboxylic acid